8-Hydroxy-5-(2-methylpiperazin-1-yl)-2,3-dihydro-1,4-benzodioxine OC1=CC=C(C2=C1OCCO2)N2C(CNCC2)C